ClC1=C(C=C(C(=C1)Cl)OC)NC1=C(C=NC2=CC(=C(C=C12)OC)OCCCN1CCN(CC1)C)C#N 4-((2,4-dichloro-5-methoxyphenyl)amino)-6-methoxy-7-(3-(4-methylpiperazin-1-yl)-propoxy)quinoline-3-carbonitrile